6-[[2-(2,6-dioxo-3-piperidyl)-1,3-dioxo-isoindolin-5-yl]amino]hexanoic acid O=C1NC(CCC1N1C(C2=CC=C(C=C2C1=O)NCCCCCC(=O)O)=O)=O